N-[(3-Methyl-2-nitro-imidazol-4-yl)methyl]-N-[7-morpholino-5-[4-(pyrimidin-2-ylamino)cyclohexoxy]-1,6-naphthyridin-3-yl]methanesulfonamide CN1C(=NC=C1CN(S(=O)(=O)C)C=1C=NC2=CC(=NC(=C2C1)OC1CCC(CC1)NC1=NC=CC=N1)N1CCOCC1)[N+](=O)[O-]